2-butynoyl chloride C(C#CC)(=O)Cl